C(C)(C)(C)OC(N[C@@H]1[C@H](OCC(C1CC1CCCCC1)=O)C1=C(C=CC(=C1)F)F)=O N-[(2R,3S)-4-(cyclohexylmethyl)-2-(2,5-difluorophenyl)-5-oxo-tetrahydropyran-3-yl]carbamic acid tert-butyl ester